FC(OC1=NC(=CN=C1)C=O)F 2-(DIFLUOROMETHOXY)PYRAZINE-6-CARBOXALDEHYDE